(E)-2-aminomethyl-4-[(1H-benzimidazol-2-ylmethyl)-(S)-(5,6,7,8-tetrahydro-quinolin-8-yl-amino)-but-2-enyl]-3,5-dichloro-isonicotinamide NCC=1C(C(C(=O)N)(C(=CN1)Cl)C\C=C\[C@@H](NC1CCCC=2C=CC=NC12)CC1=NC2=C(N1)C=CC=C2)Cl